ClC=1C=CC(=NC1)C=1C(=NN(C1)C)C(=O)N1[C@@H]([C@@H](O[C@@H](C1)C)C)CNC1=NC=C(C=N1)Cl (4-(5-Chloropyridin-2-yl)-1-methyl-1H-pyrazol-3-yl)((2S,3R,6R)-3-(((5-chloropyrimidin-2-yl)amino)methyl)-2,6-dimethylmorpholino)methanone